2-[4-[(2,3,4-TRIMETHOXYPHENYL)METHYL]PIPERAZIN-1-YL]ETHYL PYRIDIN-3-CARBOXYLAT N1=CC(=CC=C1)C(=O)OCCN1CCN(CC1)CC1=C(C(=C(C=C1)OC)OC)OC